3-(1,3-benzodioxol-5-yl)-N-(2-pyridyl)-N-tetrahydrothiophen-3-yl-prop-2-enamide O1COC2=C1C=CC(=C2)C=CC(=O)N(C2CSCC2)C2=NC=CC=C2